N1N=CC=C1C=1C=C2C(=CNC2=CC1)NC(=O)NC1=CC2=C(SCC(N2CC2=CC=CC=C2)=O)C=C1 1-(5-(1H-pyrazol-5-yl)-1H-indol-3-yl)-3-(4-benzyl-3-oxo-3,4-dihydro-2H-benzo[b][1,4]thiazin-6-yl)urea